C(C=C)(=O)N1CCC(CC1)S(=O)(=O)N1CCC2(CN(C2)C[C@H]2CN(CC2)C2=NC=NC=C2OC2=C(C(=O)N(C(C)C)C(C)C)C=C(C=C2)F)CC1 (S)-2-((4-(3-((7-((1-acryloylpiperidin-4-yl)sulfonyl)-2,7-diazaspiro[3.5]nonane-2-yl)methyl)pyrrolidin-1-yl)pyrimidin-5-yl)oxy)-5-fluoro-N,N-diisopropylbenzamide